C(CC)N(C=1SC2=C(N1)C=CC1=CC=CC=C12)CCC N,N-dipropylnaphtho[2,1-d]thiazole-2-amine